FC(OC1=C(C=CC(=C1)F)[C@H]1[C@@H](O[C@@]([C@H]1C)(C(F)(F)F)C)C(=O)NC1=CC(=NC=C1)C(=O)NC)F (2R,3S,4S,5S)-4-[[3-[2-(Difluoromethoxy)-4-fluorophenyl]-4,5-dimethyl-5-(trifluoromethyl)tetrahydrofuran-2-carbonyl]amino]-N-methyl-pyridin-2-carboxamid